[Na].SC1=C(C#N)C=CC(=C1)C(F)(F)F 2-mercapto-4-trifluoromethylbenzonitrile sodium salt